CC=1C=C(SC1)N 4-methyl-thiophen-2-ylamine